FC=1C(=C(C=2C3=C(C(NC2C1)(C)C)N=CO3)C)C=3C=C(C=C1C(=CNC31)C)F 7-fluoro-8-(5-fluoro-3-methyl-1H-indol-7-yl)-4,4,9-trimethyl-5H-[1,3]oxazolo[4,5-c]quinoline